N-methyl-1-pyrimidin-4-yl-ethanamine CNC(C)C1=NC=NC=C1